methyl 3-(5-fluoro-3-pyridinyl)-3-oxo-propanoate FC=1C=C(C=NC1)C(CC(=O)OC)=O